ClC=1C(=CC=C2N=CC(=NC12)C=1C=NN(C1)CC(C(F)(F)F)O)OC=1C=CC2=C(NC(=N2)C)C1F 3-(4-{8-chloro-7-[(7-fluoro-2-methyl-1H-1,3-benzodiazol-6-yl)oxy]quinoxalin-2-yl}-1H-pyrazol-1-yl)-1,1,1-trifluoropropan-2-ol